COC1=CC(=CC2=C1SC(=C2)C#C[Si](C)(C)C)C ((7-methoxy-5-methylbenzo[b]thien-2-yl)ethynyl)trimethylsilane